CC1(CCN(CC1)C1=CC(=NC(=C1)N1C=NC=C1)C(=O)NC1=CC(=CC=C1)F)C 4-(4,4-dimethylpiperidin-1-yl)-N-(3-fluorophenyl)-6-(1H-imidazol-1-yl)picolinamide